2-hydroxy-(2,4-dichlorophenyl) methacrylate C(C(=C)C)(=O)OC1C(C=C(C=C1)Cl)(Cl)O